CC1=NC=C(N=C1CCC(C)C)C 2,5-dimethyl-3-(3-methylbutyl)pyrazine